ClC1=NC(=CC(=C1)C([C@@H]1CC[C@H](CC1)C(=O)NC1CNCC1O)(F)F)N1CCN(CC1)S(=O)(=O)C1=CC=C(C=C1)N1C(C[C@H](C1)N)=O Trans-4-[[2-chloro-6-[4-[4-[(4R)-4-amino-2-oxo-pyrrolidin-1-yl]phenyl]sulfonylpiperazin-1-yl]-4-pyridinyl]-difluoro-methyl]-N-(4-hydroxypyrrolidin-3-yl)cyclohexanecarboxamide